C(CCCCCCC)OC(C(C)[Si](C)(C)C)=O.COC1=C(C=C2C(=NC=NC2=C1)N1CCN(CC1)C1=C(C=CC=C1)OC)OCCCN1C(COCC1)=O 4-(3-((7-methoxy-4-(4-(2-methoxy-phenyl)piperazin-1-yl)quinazolin-6-yl)oxy)propyl)morpholinone octyl-α-trimethylsilylpropionate